methyl 5-bromo-3-pyrrolidinecarboxylate BrC1CC(CN1)C(=O)OC